ClC1=CC(=C(C=C1Cl)C(\C=C\C1=CC=C(C=C1)OC)=O)O (E)-1-(4,5-dichloro-2-hydroxyphenyl)-3-(4-methoxyphenyl)prop-2-en-1-one